hydroxymethylcarbane OCC